2-((3-(2-(dimethylamino)ethyl)-5-methoxy-1H-indole-1-carbonyl)oxy)propane-1,3-diyl dipalmitate C(CCCCCCCCCCCCCCC)(=O)OCC(COC(CCCCCCCCCCCCCCC)=O)OC(=O)N1C=C(C2=CC(=CC=C12)OC)CCN(C)C